C1=CN2C=NC3=C(C2=N1)N=CN3[C@H]4[C@@H]([C@@H]([C@H](O4)CO)O)O 1,N6-ETHENOADENOSINE